N-(2-hydroxyethyl)-4-methyl-benzenesulfonamide OCCNS(=O)(=O)C1=CC=C(C=C1)C